2-((5-(3-((1-((3-aminobenzyl)sulfonyl)piperidin-4-yl)amino)phenyl)-2-(tert-butoxycarbonyl)-4-chlorothiophen-3-yl)oxy)acetic acid NC=1C=C(CS(=O)(=O)N2CCC(CC2)NC=2C=C(C=CC2)C2=C(C(=C(S2)C(=O)OC(C)(C)C)OCC(=O)O)Cl)C=CC1